2-cyclopropyl-7-(dimethylamino)-4-[3-(1H-pyrazol-3-yl)phenyl]-[1,3]thiazolo[4,5-d]pyrimidin-5-one C1(CC1)C=1SC2=C(N(C(N=C2N(C)C)=O)C2=CC(=CC=C2)C2=NNC=C2)N1